C(=O)(O)[C@@H](CC=1C=C(CNC(CC=2C=C(C=CC2)C[C@H](C(=O)O)[C@@H]2CNCC2)=O)C=CC1)[C@@H]1CNCC1 (S)-3-(3-(2-((3-((S)-2-carboxy-2-((R)-pyrrolidin-3-yl)ethyl)benzyl)amino)-2-oxoethyl)phenyl)-2-((R)-pyrrolidin-3-yl)propionic acid